C1(=CC=CC=C1)S(=O)(=O)NC=1C=C(C=CC1S(=O)(=O)C)/C=C/CCCOC1=C(C=CC=C1)CCC(=O)O 3-[2-[(E)-5-[3-(Benzenesulfonamido)-4-methylsulfonylphenyl]pent-4-enoxy]phenyl]propanoic acid